CN1N=CC(=C1)C=1N=C(C=2N(C1)N=CC2)O[C@H]2CNCCOC2 (6S)-6-[6-(1-methylpyrazol-4-yl)pyrazolo[1,5-a]pyrazin-4-yl]oxy-1,4-oxazepane